trans-N1-(5-(3-ethylimidazo[1,2-a]pyrimidin-6-yl)pyrrolo[2,1-f][1,2,4]triazin-2-yl)-N4,N4-dimethylcyclohexane-1,4-diamine C(C)C1=CN=C2N1C=C(C=N2)C=2C=CN1N=C(N=CC12)N[C@@H]1CC[C@H](CC1)N(C)C